ClC=1C=C2C(=C(C=NC2=C(C1)F)C1(CCOCC1)O)C(C)C 4-(6-chloro-8-fluoro-4-isopropylquinolin-3-yl)tetrahydro-2H-pyran-4-ol